3-(difluoromethoxy)-N-[1-(5-pyrimidin-2-yloxazol-4-yl)ethyl]-5-(trifluoro-methyl)benzamide FC(OC=1C=C(C(=O)NC(C)C=2N=COC2C2=NC=CC=N2)C=C(C1)C(F)(F)F)F